N-hydroxy-4-(3-(4-((2-phenylcyclopropyl)amino)piperidin-1-yl)propyl)benzamide TFA salt OC(=O)C(F)(F)F.ONC(C1=CC=C(C=C1)CCCN1CCC(CC1)NC1C(C1)C1=CC=CC=C1)=O